C(C)(C)(C)OC(NCC1CN(C2=CC=CC(=C2C1)C#N)C1=CC=C(C=C1)C(F)(F)F)=O ((5-cyano-1-(4-(trifluoromethyl)phenyl)-1,2,3,4-tetrahydroquinolin-3-yl)methyl)-carbamic acid tert-butyl ester